3-phenanthrenecarboxylic acid amide C1=CC(=CC=2C3=CC=CC=C3C=CC12)C(=O)N